CN(C)C(C(=O)OCCCCCCCCCCCC)CC dodecyl (N,N-dimethylamino)-butyrate